(S)-3-cyclohexyl-4-(3-methoxypropanoyl)-1,3,4,5-tetrahydro-2H-benzo[e][1,4]diazepin-2-one C1(CCCCC1)[C@@H]1N(CC2=C(NC1=O)C=CC=C2)C(CCOC)=O